(E)-3-(3-(thiophen-2-yl)acryloyl)thiazolidin-2-one S1C(=CC=C1)/C=C/C(=O)N1C(SCC1)=O